CC1=NN=C(O1)C1=C(C(=CC=C1)[N+](=O)[O-])N[C@@H](CCCCNC(OC(C)(C)C)=O)C tert-butyl (R)-(5-((2-(5-methyl-1,3,4-oxadiazol-2-yl)-6-nitrophenyl)amino)hexyl)carbamate